4-chloro-6-(fluoromethoxy)-7-methoxyquinoline ClC1=CC=NC2=CC(=C(C=C12)OCF)OC